Ethanesulfonic acid {3-fluoro-5-[3-(pyridin-3-yl)-ureido]-benzyl}-methyl-amide FC=1C=C(CN(S(=O)(=O)CC)C)C=C(C1)NC(=O)NC=1C=NC=CC1